OCCC (2S)-1-hydroxypropan